(2R)-3-[bis(4-methylsulfinylphenyl)methylsulfanyl]-2-(9H-fluoren-9-yloxycarbonylamino)propanoic acid CS(=O)C1=CC=C(C=C1)C(C1=CC=C(C=C1)S(=O)C)SC[C@@H](C(=O)O)NC(=O)OC1C2=CC=CC=C2C=2C=CC=CC12